1-(1-isobutylpiperidin-4-yl)piperazine C(C(C)C)N1CCC(CC1)N1CCNCC1